ClC1=C(C=CC(=C1)C#C[Si](C)(C)C)C(C)NC(OC(C)(C)C)=O tert-butyl N-[1-[2-chloro-4-(2-trimethylsilylethynyl)phenyl]ethyl]carbamate